(R)-9-((5-(3-amino-3-(1-(difluoromethyl)-1H-pyrazol-3-yl)piperidin-1-yl)-2-(4-fluorophenyl)pyridin-4-yl)methyl)-9H-purin-6-amine N[C@]1(CN(CCC1)C=1C(=CC(=NC1)C1=CC=C(C=C1)F)CN1C2=NC=NC(=C2N=C1)N)C1=NN(C=C1)C(F)F